N(=C=O)C1=CC(=C(C=C1)C=1C=C2C=NN(C2=CC1)C)C=1N=NN(N1)C(C1=CC=CC=C1)(C1=CC=CC=C1)C1=CC=CC=C1 5-(4-isocyanato-2-(2-trityl-2H-tetrazol-5-yl)phenyl)-1-methyl-1H-indazole